(±)-methyl (2S,3R,6R)-2-(4-acetamidophenethyl)-3-isopropyl-6-methyl-5-methylene-4-oxotetrahydro-2H-pyran-3-carboxylate C(C)(=O)NC1=CC=C(CC[C@@H]2O[C@@H](C(C([C@@]2(C(=O)OC)C(C)C)=O)=C)C)C=C1 |r|